ClC1=NC(=CC(=N1)N=S(=O)(C)C1CC1)N1[C@@H](COCC1)C ((2-Chloro-6-((R)-3-methylmorpholino)pyrimidin-4-yl)imino)(cyclopropyl)(methyl)-λ6-sulfanone